FC(S(=O)(=O)OC1=C2C=C(C(N(C2=CC(=C1)C1CCN(CC1)C(CC)=O)C)=O)C)(F)F 1,3-Dimethyl-2-oxo-7-(1-propionylpiperidin-4-yl)-1,2-dihydroquinolin-5-yl trifluoromethanesulfonate